S-Isopropyl (S)-3-cyclopropyl-2-(2-((S)-1-(2,3-difluorobenzyl)-5-oxopyrrolidin-2-yl)acetamido)propanethioate C1(CC1)C[C@@H](C(SC(C)C)=O)NC(C[C@H]1N(C(CC1)=O)CC1=C(C(=CC=C1)F)F)=O